dipyrrolo[1,2-c:2',1'-f][1,3,2]diazaborinin-4-ylium-5-uide C1=CC[NH+]2[BH2-]N3C(C=C21)=CC=C3